6,6-dimethyl-1,4,9-trioxadispiro[4.2.4.2]Tetradecan-11-one CC1(C2(OCCO2)CCC2(C1)OCC(C2)=O)C